BUTEN-1-ONE C(C=CC)=O